4-(dimethylamino)benzothiophene 1-chlorododecyl-cyclohexanecarboxylate ClC(CCCCCCCCCCC)OC(=O)C1CCCCC1.CN(C1=CC=CC2=C1C=CS2)C